bis(tert-butyl)-imidazolium-2-carboxylate C(C)(C)(C)C1=C([NH+]=C(N1)C(=O)[O-])C(C)(C)C